5,7-diphenyl-N-(pyrrolidin-3-ylmethyl)pyrazolo[1,5-a]pyrimidine-2-carboxamide C1(=CC=CC=C1)C1=NC=2N(C(=C1)C1=CC=CC=C1)N=C(C2)C(=O)NCC2CNCC2